COC(=O)C1=CC(=C2C(=N1)C=CO2)CC2=CC=C(C=C2)C2=NC(=NC=C2)C 7-(4-(2-methylpyrimidin-4-yl)benzyl)furo[3,2-b]pyridine-5-carboxylic acid methyl ester